N-[1-(4-methylpiperazin-1-yl)-4-(methylthio)-1-carbonylbutan-2-yl]acetamide methyl-(2R,3S,4S)-3-(benzoyloxy)-4-fluorotetrahydrofuran-2-carboxylate COC(=O)[C@@H]1OC[C@@H]([C@H]1OC(C1=CC=CC=C1)=O)F.CN1CCN(CC1)C(C(CCSC)NC(C)=O)=C=O